ClC=1C=C(C=CC1)CC1=CC(C(=C(N1CC)C1=CC(=C(C=C1)Cl)Cl)C(=O)OC)=O methyl 6-[(3-chlorophenyl) methyl]-2-(3,4-dichlorophenyl)-1-ethyl-4-oxo-pyridine-3-carboxylate